N-(3-aminocyclobutyl)-2-(bis(3-chloro-4-fluorophenyl)methyl)-1H-imidazole-5-sulfonamide NC1CC(C1)NS(=O)(=O)C1=CN=C(N1)C(C1=CC(=C(C=C1)F)Cl)C1=CC(=C(C=C1)F)Cl